1-(2,3,6-trimethylphenyl)-trans-butadiene CC1=C(C(=CC=C1C)C)\C=C\C=C